ClC1=CC2=C(C(C=3NC4=CC(=CC=C4C3C2=O)C#C)(C)C)C=C1N1CCNCC1 9-chloro-3-ethynyl-6,6-dimethyl-8-(piperazin-1-yl)-5,6-dihydro-11H-benzo[b]carbazol-11-one